2-(2-(4-bromophenyl)-1H-benzimidazol-5-yl)-5-(morpholin-4-yl)isoindolin-1-one BrC1=CC=C(C=C1)C1=NC2=C(N1)C=CC(=C2)N2C(C1=CC=C(C=C1C2)N2CCOCC2)=O